ascorbate iron [Fe+2].O=C1C(O)=C([O-])[C@H](O1)[C@@H](O)CO.O=C1C(O)=C([O-])[C@H](O1)[C@@H](O)CO